N(=C=O)C1=CC=C(C=C1)C1=C(C=CC(=C1)N=C=S)SC1=C(C=C(C=C1)N=C=S)C1=CC=C(C=C1)N=C=O 4-isocyanatophenyl-4-isothiocyanato-phenyl sulfide